3-[3-(1-hydroxyethyl)-6-[5-[(6-methylpyridazin-3-yl)amino]benzimidazol-1-yl]-2-pyridinyl]-3-azabicyclo[3.1.0]hexane-1-carbonitrile OC(C)C=1C(=NC(=CC1)N1C=NC2=C1C=CC(=C2)NC=2N=NC(=CC2)C)N2CC1(CC1C2)C#N